ClC1=C(C=CC=C1C=1N=C(C(=NC1)CN1CC(C1)OC)C)C1=C(C(=CC=C1)C=1N=C(C(=NC1)CN1CC(C1)OC)C)Cl 5,5'-(2,2'-dichloro-[1,1'-biphenyl]-3,3'-diyl)bis(2-((3-methoxyazetidin-1-yl)methyl)-3-methylpyrazine)